FC1=C(C(=CC(=C1)C1=NC(=CN=C1)C1=CC=CC=C1)F)N1CCC(CC1)CC(=O)O 2-[1-[2,6-difluoro-4-(6-phenylpyrazin-2-yl)phenyl]-4-piperidinyl]acetic acid